(E)-N-((2,2-difluorobenzo[d][1,3]dioxol-5-yl)methylene)-2-methylpropane-2-sulfinamide FC1(OC2=C(O1)C=CC(=C2)\C=N\S(=O)C(C)(C)C)F